BrC=1C=C(C=CC1)P(CC(C)(C)C)CC(C)(C)C (3-bromophenyl)dineopentylphosphine